CC1(OC=2C=C(C=CC2C2N3N(CC=C21)C(N(C3=O)C3=CC=C(C(=O)O)C=C3)=O)OC3OCCCC3)C 4-(7,7-Dimethyl-1,3-dioxo-10-((tetrahydro-2H-pyran-2-yl)oxy)-5,12b-dihydro-1H,7H-chromeno[4,3-c][1,2,4]triazolo[1,2-a]pyridazin-2(3H)-yl)benzoic acid